tert-Butyl (2-(3-oxo-3-((2-((4-((1-(4aR,8aS)-3-oxooctahydro-2H-pyrido[4,3-b][1,4]oxazine-6-carbonyl)piperidin-4-yl)(phenyl)methyl)phenoxy)ethyl)amino)propoxy)ethyl)carbamate O=C(CCOCCNC(OC(C)(C)C)=O)NCCOC1=C(C=CC=C1)CC1=CC=C(C=C1)C1CCN(CC1)C(=O)N1C[C@@H]2[C@@H](OCC(N2)=O)CC1